C(C)(C)C1(CC=C(CC1)C)SCCC(=O)O 3-((1-isopropyl-4-methylcyclohex-3-en-1-yl)thio)propanoic acid